bis(8-hydroxy-2-methylquinoline) aluminium [Al].OC=1C=CC=C2C=CC(=NC12)C.OC=1C=CC=C2C=CC(=NC12)C